C1(=CC=CC=C1)C[C@H]1NCCC1 (S)-(+)-2-(phenylmethyl)pyrrolidine